FC=1C=CC(=NC1C)C1=NNC=C1C1=NC2=CC(=CN=C2C=C1)C1=NC=2CCNCC2C=C1 2-[3-(5-fluoro-6-methyl-2-pyridyl)-1H-pyrazol-4-yl]-7-(5,6,7,8-tetrahydro-1,6-naphthyridin-2-yl)-1,5-naphthyridine